CN1CC(CC1)=O 1-methylpyrrolidin-3-one